tert-butyl 4-[6-({4-[4-(3-{[ethyl(methyl)sulfamoyl]amino}-2-fluorophenyl)-1,3-thiazol-5-yl]pyrimidin-2-yl}amino)pyridin-3-yl]piperazine-1-carboxylate C(C)N(S(=O)(=O)NC=1C(=C(C=CC1)C=1N=CSC1C1=NC(=NC=C1)NC1=CC=C(C=N1)N1CCN(CC1)C(=O)OC(C)(C)C)F)C